N-((3R,4R)-3-(4-chlorophenyl)-4-fluoropyrrolidin-3-yl)-4-(trifluoromethoxy)benzenesulfonamide ClC1=CC=C(C=C1)[C@]1(CNC[C@H]1F)NS(=O)(=O)C1=CC=C(C=C1)OC(F)(F)F